C1CCC12OCC(NC2)C2=CC=C(C=C2)N2C(=CC1=C2N=CN(C1=O)CC1(CCN(CC1)C(C1=CC=C(C=C1)Cl)=O)O)Cl 7-(4-(5-oxa-8-azaspiro[3.5]non-7-yl)phenyl)-6-chloro-3-((1-(4-chlorobenzoyl)-4-hydroxypiperidin-4-yl)methyl)-3,7-dihydro-4H-pyrrolo[2,3-d]pyrimidin-4-one